ClC=1C=C2CC(C(C2=CC1Cl)=O)=NO 5,6-dichloro-2-(hydroxyimino)-2,3-dihydro-1H-inden-1-one